1-(4-benzimidazol-1-yl-phenyl)-3-(5-tert-butyl-[1,3,4]thiadiazol-2-yl)-urea N1(C=NC2=C1C=CC=C2)C2=CC=C(C=C2)NC(=O)NC=2SC(=NN2)C(C)(C)C